BrCC(=O)C1=C(C(=NC=C1)C=1N(C=CN1)COCC[Si](C)(C)C)F 2-bromo-1-(3-fluoro-2-(1-((2-(trimethylsilyl)ethoxy)methyl)-1H-imidazol-2-yl)pyridin-4-yl)ethanone